(4S,5S)-2,2,5-Trimethyl-4-(phenylamino)nonan-3-one CC(C)(C([C@H]([C@H](CCCC)C)NC1=CC=CC=C1)=O)C